CC1=NN(C=C1[N+](=O)[O-])C1OCCCC1 3-methyl-4-nitro-1-(tetrahydro-2H-pyran-2-yl)-1H-pyrazol